C(CCCCCCCC=CCC=CCC=CCC)O Octadeca-9,12,15-triene-1-ol